[Cl-].ON=CC1=[N+](C=CC=C1)C 2-Hydroxyiminomethyl-1-methylpyridinium chlorid